trans-1,4-cyclohexanedicarbohydrazide [C@H]1(CC[C@H](CC1)C(=O)NN)C(=O)NN